(tert-butoxycarbonyl)-1-methyl-D-tryptophan 2,3-dihydroxypropyl ester OC(COC([C@H](NC(=O)OC(C)(C)C)CC1=CN(C2=CC=CC=C12)C)=O)CO